7-(3-hydroxy-benzyl)-7,9-dihydro-1H-purine-6,8-dione OC=1C=C(CN2C(NC=3N=CNC(C23)=O)=O)C=CC1